OC=1C=CC2=NN(C(C(=C2N1)C=1C=NC(=CC1)C)=O)C1=CC2=CN(N=C2C=C1)C 6-hydroxy-2-(2-methyl-2H-indazol-5-yl)-4-(6-methylpyridin-3-yl)pyrido[3,2-c]pyridazin-3(2H)-one